C(C)(C)(C)OC(=O)N1CCC(CC1)C(CC)N1CC(C1)C=1C=C(C=2N(C1)C(=NC2F)C)C2=C(C=C(C=C2)F)C(=O)N2[C@@H](COCC2)C 4-{1-[3-(1-fluoro-8-{4-fluoro-2-[(3R)-3-methylmorpholine-4-carbonyl]phenyl}-3-methylimidazo[1,5-a]pyridin-6-yl)azetidin-1-yl]propyl}piperidine-1-carboxylic acid tert-butyl ester